N1=C2C(=C(C=C1)CO)CCC2 (6,7-dihydro-5H-cyclopenta[b]pyridin-4-yl)methanol